C1(=CC=CC=C1)C(=O)C1=NOC(=N1)C1=C(C=CC=C1)C phenyl-(5-(o-tolyl)-1,2,4-oxadiazol-3-yl)methanone